FC1=C(C(=O)N2CC(C2)N(C=2C=C(C#N)C=CN2)C)C=C(C=C1)CC1=NNC(C2=CC=C(C=C12)OC1COC1)=O 2-((1-(2-Fluoro-5-((7-(oxetan-3-yloxy)-4-oxo-3,4-dihydrophthalazin-1-yl)methyl)benzoyl)azetidin-3-yl)(methyl)amino)isonicotinonitrile